C[C@H]1CN(CCN1CC1=NC=CC(=C1)C)C(=O)OC(C)(C)C tert-butyl (3S)-3-methyl-4-[(4-methyl-2-pyridyl)methyl]piperazine-1-carboxylate